C(=C)OC(CC)N 1-aminopropyl vinyl ether